Tert-butyl (2-((6-fluoro-2-(hydroxymethyl)-3-iodo-1-methyl-4-carbonyl-1,4-dihydroquinolin-8-yl)carbonyl)ethyl)carbamate FC=1C=C2C(C(=C(N(C2=C(C1)C(=O)CCNC(OC(C)(C)C)=O)C)CO)I)=C=O